C1(CC1)C1=NC=NC(=C1C1=NC=C(C(=N1)OCC1=CC=C(C=C1)C=1N(C=C(N1)C(F)(F)F)C)C1CC1)OC 4',5-dicyclopropyl-6'-methoxy-4-({4-[1-methyl-4-(trifluoromethyl)-1H-imidazol-2-yl]phenyl}methoxy)-2,5'-bipyrimidine